(E)-4-(3,5-difluorophenyl)but-3-en-2-one FC=1C=C(C=C(C1)F)/C=C/C(C)=O